C(C)[C@@H]1CN(C[C@@H]1C1=CN=C2N1C1=C(N=C2)N(C=C1)C([C@@H](C)C1=CC=C(C=C1)CC(C)C)=O)C(=O)NCC(F)(F)F (3S,4R)-3-ethyl-4-(3-((S)-2-(4-isobutylphenyl)propanoyl)-3H-imidazo[1,2-a]pyrrolo[2,3-e]pyrazin-8-yl)-N-(2,2,2-trifluoroethyl)pyrrolidine-1-carboxamide